C(CCC)OCOCCCC(C)[Mg]Cl 4-butyloxymethoxy-1-methylbutylmagnesium chloride